methyl 3-ethyl-2-oxo-2,3-dihydro-1H-imidazole-4-carboxylate C(C)N1C(NC=C1C(=O)OC)=O